7-ethylsulfanyl-6-[1-(2,2,3,3,3-pentafluoropropyl)pyrazolo[3,4-c]pyridin-5-yl]-2-(trifluoromethyl)quinoxaline C(C)SC1=C(C=C2N=CC(=NC2=C1)C(F)(F)F)C=1C=C2C(=CN1)N(N=C2)CC(C(F)(F)F)(F)F